C(CCC)C1(C(=O)[O-])C(C(=O)[O-])C=C(C=C1)CCCC p-dibutylphthalate